ClC1=C(C=CC=C1C1=C(C(=NC=C1)C1=CC(=C(C=C1)CNC[C@H](C)O)OC)C)C1=CC=C(C(=N1)OC)CNC[C@H](C)O (S)-1-(((6-(2-Chloro-3-(2-(4-((((S)-2-hydroxypropyl)amino)methyl)-3-methoxyphenyl)-3-methylpyridin-4-yl)-phenyl)-2-methoxypyridin-3-yl)-methyl)-amino)propan-2-ol